isocyanato-benzyl-phenyl-2-ureido-6-methyl-4-pyrimidinone lithium [Li].N(=C=O)C=1C(=C(C=CC1)C=1C(NC(=NC1C)NC(=O)N)=O)CC1=CC=CC=C1